nonadecyl 3,4-dihydroxyphenylacetate OC=1C=C(C=CC1O)CC(=O)OCCCCCCCCCCCCCCCCCCC